CN1C(=CC(=C1C)S(=O)(=O)C=1C=C2C=NN(C2=CC1)COCC[Si](C)(C)C)C(=O)O 1,5-dimethyl-4-[1-(2-trimethylsilylethoxymethyl)indazol-5-yl]sulfonyl-pyrrole-2-carboxylic acid